2-methacrylamidoethyl 4-((4-amino-2-cyclobutyl-1H-imidazo[4,5-c]quinolin-1-yl)methyl)benzylcarbamate NC1=NC=2C=CC=CC2C2=C1N=C(N2CC2=CC=C(CNC(OCCNC(C(=C)C)=O)=O)C=C2)C2CCC2